tert-Butyl (1-(3-methoxy-4-(methylthio)phenyl)ethyl)carbamate COC=1C=C(C=CC1SC)C(C)NC(OC(C)(C)C)=O